1-[(dimethylcarbamoyl)methyl]-N-{[3-(4-{[(3S,4R)-1-ethyl-3-fluoropiperidin-4-yl]amino}-1-(2,2,2-trifluoroethyl)-1H-indol-2-yl)-1,2,4-oxadiazol-5-yl]methyl}-1H-pyrrole-3-carboxamide CN(C(=O)CN1C=C(C=C1)C(=O)NCC1=NC(=NO1)C=1N(C2=CC=CC(=C2C1)N[C@H]1[C@H](CN(CC1)CC)F)CC(F)(F)F)C